C1(=CC=CC=C1)S(=O)(=O)OCCOCCOCCC(=O)N[C@H](C(=O)N1[C@@H](C[C@H](C1)O)C(NCC1=CC=C(C=C1)C1=C(N=CS1)C)=O)C(C)(C)C 2-(2-(3-(((S)-1-((2S,4R)-4-hydroxy-2-((4-(4-methylthiazol-5-yl)benzyl)carbamoyl)pyrrolidin-1-yl)-3,3-dimethyl-1-oxobutan-2-yl)amino)-3-oxopropoxy)ethoxy)ethyl benzenesulfonate